S(OC[C@@]1(N2CCC(C1=O)CC2)COC)(OC[C@@]2(N1CCC(C2=O)CC1)COC)(=O)=N bis(((1S,2S,4S)-2-(methoxymethyl)-3-oxoquinuclidin-2-yl)methyl) sulfurimidate